4'-[(1-{[(4-chloro-2,5-difluorophenyl)methyl]carbamoyl}-D-prolyl)amino][1,1'-biphenyl]-4-carboxylic acid ClC1=CC(=C(C=C1F)CNC(=O)N1[C@H](CCC1)C(=O)NC1=CC=C(C=C1)C1=CC=C(C=C1)C(=O)O)F